N-(4-methoxyphenyl)-N,N-dimethylanilinium hexafluoroantimonate F[Sb-](F)(F)(F)(F)F.COC1=CC=C(C=C1)[N+](C1=CC=CC=C1)(C)C